[Ca].C(C)(=O)NCCC 3-(acetamido)propane calcium